sodium n-propoxide [O-]CCC.[Na+]